N-[4-[2-(2-amino-4,7-dihydro-4-oxo-1H-pyrrolo[2,3-d]pyrimidin-5-yl)ethyl]benzoyl]-L-glutamic acid NC1=NC(C2=C(N1)NC=C2CCC2=CC=C(C(=O)N[C@@H](CCC(=O)O)C(=O)O)C=C2)=O